tert-butyl (s)-1-(5-(N-ethylsulfamoyl) naphthalen-1-ylamino)-1-oxo-3-phenylprop-2-ylcarbamate C(C)NS(=O)(=O)C1=C2C=CC=C(C2=CC=C1)NC([C@H](CC1=CC=CC=C1)NC(OC(C)(C)C)=O)=O